(5-fluoro-2-methoxyphenyl)-2-hydroxyacetic acid FC=1C=CC(=C(C1)C(C(=O)O)O)OC